4-(2-hydroxyethyl)-4-(4-methoxy-3-methyl-phenyl)cyclohexanecarbonitrile OCCC1(CCC(CC1)C#N)C1=CC(=C(C=C1)OC)C